(1-(3,4-dimethyl-2-phenyl-2H-pyrazolo[3,4-d]pyridazin-7-yl)piperidin-4-yl)(4-methylpiperazin-1-yl)methanone CC=1N(N=C2C(=NN=C(C21)C)N2CCC(CC2)C(=O)N2CCN(CC2)C)C2=CC=CC=C2